tert-Butyl (2S,4R)-2-((4-chloro-1-(2,2,2-trifluoroethyl)-1H-pyrazol-3-yl)carbamoyl)-4-fluoropyrrolidine-1-carboxylate ClC=1C(=NN(C1)CC(F)(F)F)NC(=O)[C@H]1N(C[C@@H](C1)F)C(=O)OC(C)(C)C